FC1=CC=C(C=C1)C1=CN=CC2=C1SCCN2S(=O)(=O)C2=CC=C(C=C2)OC 8-(4-fluorophenyl)-4-((4-methoxyphenyl)sulfonyl)-3,4-dihydro-2H-pyrido[4,3-b][1,4]thiazine